[N+](=O)([O-])C1=C(C=CC(=C1)CNC1=CC=CC=C1)N1CCN(CC1)CCO 2-(4-{2-Nitro-4-[(phenylamino)methyl]phenyl}piperazin-1-yl)ethan-1-ol